Isostearyl Hydroxystearate CCCCCCC(CCCCCCCCCCC(=O)OCCCCCCCCCCCCCCCC(C)C)O